CC1=NC=CC(=C1)C=1N=C2N(C=CC=N2)C1C1=CC2=C(OCC(N2)=O)C=C1 6-(2-(2-Methylpyridin-4-yl)imidazo[1,2-a]pyrimidin-3-yl)-2H-benzo[b][1,4]oxazin-3(4H)-one